C(C1=CC=CC=C1)OC=1C(=C(C=CC1)SC1=NC=C(C=N1)Cl)[N+](=O)[O-] 2-{[3-(benzyloxy)-2-nitrophenyl]thio}-5-chloropyrimidine